BrC1=C(C=C2C(=NC(=NC2=C1F)Cl)N([C@H]1[C@H](N(CC1)C(=O)OC(C)(C)C)C)CC)C(F)(F)F tert-butyl (2R,3R)-3-[[7-bromo-2-chloro-8-fluoro-6-(trifluoromethyl) quinazolin-4-yl]-ethyl-amino]-2-methyl-pyrrolidine-1-carboxylate